ClC=1C(=C(C=CC1)NC1=C(NC2=C1C(NCC2)=O)C2=C(C=NC=C2)C#C[C@@]2(N(CC2)C(C=C)=O)C)OC 3-[(3-chloro-2-methoxyphenyl)amino]-2-(3-{2-[(2R)-2-methyl-1-(prop-2-enoyl)azetidin-2-yl]ethynyl}pyridin-4-yl)-1H,5H,6H,7H-pyrrolo[3,2-c]pyridin-4-one